4-(7-(4-(4-(4-((2,6-dioxopiperidin-3-yl)amino)-2-fluorophenyl)piperazin-1-yl)butoxy)-1,3-dimethyl-2-oxo-1,2-dihydroquinolin-5-yl)-1-methyl-1,2,3,4-tetrahydroquinoxaline-6-carbonitrile O=C1NC(CCC1NC1=CC(=C(C=C1)N1CCN(CC1)CCCCOC1=CC(=C2C=C(C(N(C2=C1)C)=O)C)N1CCN(C2=CC=C(C=C12)C#N)C)F)=O